O=C1CCC(CC1)CNC(OC(C)(C)C)=O Tert-butyl (4-oxocyclohexyl)methylcarbamate